1-(3-(3-bromo-2-methylbenzamido)-5-cyano-4-hydroxybenzyl)piperidine-4-carboxylic acid tert-butyl ester C(C)(C)(C)OC(=O)C1CCN(CC1)CC1=CC(=C(C(=C1)C#N)O)NC(C1=C(C(=CC=C1)Br)C)=O